5-(5-amino-4-methylpyridin-2-yl)-7-cyclopropyl-7H-pyrrolo[2,3-d]Pyrimidin-4-amine NC=1C(=CC(=NC1)C1=CN(C=2N=CN=C(C21)N)C2CC2)C